tert-butyl (S)-1-(4-bromophenyl)-6-azaspiro[2.5]octane-6-carboxylate BrC1=CC=C(C=C1)[C@H]1CC12CCN(CC2)C(=O)OC(C)(C)C